5-ethyl-N-[(3S)-5-methyl-4-oxo-2,3-dihydro-1,5-benzoxazepine-3-yl]-6,7-dihydro-5H-pyrrolo[1,2-b][1,2,4]Triazole-2-carboxamide C(C)C1CCC=2N1N=C(N2)C(=O)N[C@H]2COC1=C(N(C2=O)C)C=CC=C1